5-(1-methyl-1H-pyrazol-3-yl)-2-{6-[(2,2,6,6-tetramethylpiperidin-4-yl)oxy]pyridazin-3-yl}pyridin-3-ol CN1N=C(C=C1)C=1C=C(C(=NC1)C=1N=NC(=CC1)OC1CC(NC(C1)(C)C)(C)C)O